ethyl 3-(2-(bis(4-methoxybenzyl)amino)pyrimidin-5-yl)-1-oxo-1,2-dihydropyrrolo[1,2-a]pyrazine-7-carboxylate COC1=CC=C(CN(C2=NC=C(C=N2)C=2NC(C=3N(C2)C=C(C3)C(=O)OCC)=O)CC3=CC=C(C=C3)OC)C=C1